Oleylammonium Bromide [Br-].C(CCCCCCC\C=C/CCCCCCCC)[NH3+]